N[C@@H](C)C1(CN(C1)C(=O)C=1C(=CC2=C(NN=N2)C1)NC1=C(C=C(C=C1)I)F)O 3-[(1S)-1-aminoethyl]-1-({5-[(2-fluoro-4-iodophenyl)amino]-1H-1,2,3-benzotriazol-6-yl}carbonyl)azetidin-3-ol